Tripropylammonium tetrakis(3,5-bis(trifluoromethyl)phenyl)borate sodium 1,1-propanedisulfonate C(CC)(S(=O)(=O)[O-])S(=O)(=O)O.[Na+].FC(C=1C=C(C=C(C1)C(F)(F)F)[B-](C1=CC(=CC(=C1)C(F)(F)F)C(F)(F)F)(C1=CC(=CC(=C1)C(F)(F)F)C(F)(F)F)C1=CC(=CC(=C1)C(F)(F)F)C(F)(F)F)(F)F.C(CC)[NH+](CCC)CCC